butylpiperazinone C(CCC)N1C(CNCC1)=O